FC=1C=C(C=CC1F)[C@H]1[C@@H](CN(C1)CCOC)NC(=O)N ((3S,4R)-4-(3,4-difluorophenyl)-1-(2-methoxyethyl)pyrrolidin-3-yl)urea